Cl.C(=C)C(C1=CC=CC=C1)NC(C[Si](OC)(OC)OC)C N-(vinylbenzyl)-2-Aminopropyltrimethoxysilane hydrochloride